2-[(4,5-dichloroimidazol-1-yl)methoxy]ethyl-trimethyl-silane ClC=1N=CN(C1Cl)COCC[Si](C)(C)C